N-(4-fluoro-3-methylphenyl)-1-(2-fluoroethyl)-5-(2-(((3S,4R)-3-hydroxytetrahydro-2H-pyran-4-yl)amino)-2-oxoacetyl)-2,4-dimethyl-1H-pyrrole-3-carboxamide FC1=C(C=C(C=C1)NC(=O)C1=C(N(C(=C1C)C(C(=O)N[C@H]1[C@@H](COCC1)O)=O)CCF)C)C